1,6-divinyl-(dodecafluorohexane) C(=C)C(C(C(C(C(C(C=C)(F)F)(F)F)(F)F)(F)F)(F)F)(F)F